NC1CCCC=2C(=NN(C12)C)C(=O)N(C)C 7-amino-N,N,1-trimethyl-4,5,6,7-tetrahydroindazole-3-carboxamide